C1(CCCCC1)NC=1C2=C(N=CN1)NC(=C2)C2=CC=NC=C2 N-cyclohexyl-6-(pyridin-4-yl)-7H-pyrrolo[2,3-d]pyrimidin-4-amine